(1S,2R,3S,4S)-4-acetamido-N-((S)-(3-chloro-2,6-difluorophenyl)(4-fluorobicyclo[2.2.1]heptan-1-yl)methyl)-2,3-dihydroxycyclopentane-1-carboxamide C(C)(=O)N[C@@H]1[C@@H]([C@@H]([C@H](C1)C(=O)N[C@@H](C12CCC(CC1)(C2)F)C2=C(C(=CC=C2F)Cl)F)O)O